FC1(OC(C(O1)(C(C(C(C(C(C(F)(F)F)(F)F)(F)F)(F)F)(F)F)(F)F)F)(F)F)C(C(C(C(C(C(F)(F)F)(F)F)(F)F)(F)F)(F)F)(F)F perfluoro(2,4-di-n-hexyl-1,3-dioxolane)